C1C2C3CCC(C3C1CC2)C=O hexahydro-4,7-methyleneindan-1-aldehyde